C(CCCCCCC\C=C/C\C=C/CCCCC)(=O)OCCCCCCCCCCCCCCCC hexadecan-1-yl linoleate